The molecule is a member of the class of barbiturates that is pyrimidine-2,4,6(1H,3H,5H)-trione substituted by a 3-methylbutyl and an ethyl group at position 5. Amobarbital has been shown to exhibit sedative and hypnotic properties. CCC1(C(=O)NC(=O)NC1=O)CCC(C)C